2,3-bis(diphenylphosphono)naphthalene tert-butyl-((S)-2-((4-methyl-5-(1-methyl-1H-pyrazol-5-yl)pyridin-2-yl)amino)-1-((1r,4S)-4-methylcyclohexyl)-2-oxoethyl)carbamate C(C)(C)(C)N(C(O)=O)[C@H](C(=O)NC1=NC=C(C(=C1)C)C1=CC=NN1C)C1CCC(CC1)C.C1(=CC=CC=C1)OP(=O)(OC1=CC=CC=C1)C1=CC2=CC=CC=C2C=C1P(=O)(OC1=CC=CC=C1)OC1=CC=CC=C1